ON1C(C=C(C=C1C1CCCCC1)CCC)=O 1-hydroxy-4-propyl-6-cyclohexyl-pyridin-2-one